N-[3-[[1-(1,3-benzothiazol-2-yl)-2-(3-cyanophenyl)ethyl]sulfamoyl]phenyl]-1H-pyrazole-5-carboxamide S1C(=NC2=C1C=CC=C2)C(CC2=CC(=CC=C2)C#N)NS(=O)(=O)C=2C=C(C=CC2)NC(=O)C2=CC=NN2